CC1(OB(OC1(C)C)C1=CC=C(CN2CCN(CC2)C(=O)OC(C)(C)C)C=C1)C tert-butyl 4-(4-(4,4,5,5-tetramethyl-1,3,2-dioxaborolan-2-yl)benzyl)piperazine-1-carboxylate